N-[2-[4-(methylamino)-6-quinolyl]-4-pyridyl]prop-2-enamide CNC1=CC=NC2=CC=C(C=C12)C1=NC=CC(=C1)NC(C=C)=O